3-Bromo-5-(3,4-dimethoxyphenyl)isonicotinonitrile BrC1=C(C#N)C(=CN=C1)C1=CC(=C(C=C1)OC)OC